BrC=1C(=C2N(N1)CCC2)C(=O)OC methyl 2-bromo-5,6-dihydro-4H-pyrrolo[1,2-b]pyrazole-3-carboxylate